Cl.CC1=CNC=2N=CN=C(C21)N2CCSC(=C2)C(=O)NC[C@H]2CNCC2 (R)-4-(5-methyl-7H-pyrrolo[2,3-d]pyrimidin-4-yl)-N-(pyrrolidin-3-ylmethyl)-3,4-dihydro-2H-1,4-thiazine-6-carboxamide hydrochloride